[C-]1(C=CC=C1)[C@@H](C)N(C)C.[CH-]1C=CC=C1.[Fe+2] (R)-1-ferrocenylethyl-dimethylamine